FC(C=1C=C(CN2N=C(C3=CC=CC=C23)NC(=O)C2=COC=C2)C=CC1)(F)F N-(1-(3-(trifluoromethyl)benzyl)-1H-indazol-3-yl)furan-3-carboxamide